ClC1=C(C=NN1CCC(F)F)N 5-chloro-1-(3,3-difluoropropyl)-1H-pyrazol-4-amine